Cl.C1(=CC=CC=C1)C(CC)N phenylpropanamine hydrochloride